7-bromo-6-chloro-8-fluoro-2,4-dihydroxyquinoline-3-carbonitril BrC1=C(C=C2C(=C(C(=NC2=C1F)O)C#N)O)Cl